ClC=1N=C2N(N=C(C=C2)Cl)C1 2,6-dichloroimidazo[1,2-b]pyridazine